Lithium Fluorosulfonylmethoxycarbonylamide FS(=O)(=O)COC(=O)[NH-].[Li+]